5-amino-3-(4-phenoxyphenyl)-4,5-dihydro-1H-pyrazole-4-nitrile NC1C(C(=NN1)C1=CC=C(C=C1)OC1=CC=CC=C1)C#N